2-amino-1-methylcyclopentanol NC1C(CCC1)(O)C